3-(3-phenyl-1,2,4-oxadiazol-5-yl)-5-(1-(tetrahydro-2H-pyran-4-yl)-1H-pyrazol-4-yl)pyridin-2-amine C1(=CC=CC=C1)C1=NOC(=N1)C=1C(=NC=C(C1)C=1C=NN(C1)C1CCOCC1)N